C1(=CC=CC=C1)C1CN=C(N1)SCN1CCCC1 1-(((5-phenyl-4,5-dihydro-1H-imidazol-2-yl)thio)methyl)pyrrolidine